[C@H]12CC(C[C@H](CCC1)N2)=CC=2N=NC(=CN2)C=2C(=CC(=NC2)N2C=NC=C2)O 5-(3-((Z)-((1R,5S)-9-azabicyclo[3.3.1]nonan-3-ylidene)methyl)-1,2,4-triazin-6-yl)-2-(1H-imidazol-1-yl)pyridin-4-ol